CNC=1N=C(C(=NC1C=1C2=C(C=NC1)N(C=N2)C)C(=O)N)NC2=CC=C(C=C2)N2CC1CCC(C2)N1C 5-(methylamino)-3-[4-(8-methyl-3,8-diazabicyclo[3.2.1]oct-3-yl)anilino]-6-(3-methylimidazo[4,5-c]pyridin-7-yl)pyrazine-2-carboxamide